ClC1=CC=C2C(=C1)NC([C@]21N(C(C=2C1=C(N(C2)C=2C=NC(=CC2OC)OC)C(C)C)=O)C2=C(C=CC(=C2)Cl)F)=O (3S)-6-Chloro-2'-(5-chloro-2-fluorophenyl)-5'-(4,6-dimethoxypyridin-3-yl)-6'-(propan-2-yl)-1,2,3',5'-tetrahydro-2'H-spiro[indol-3,1'-pyrrolo[3,4-c]pyrrol]-2,3'-dion